N1C(C2(C3=CC=CC=C13)CC2)=O SPIRO[CYCLOPROPANE-1,3'-INDOLINE]-2'-ONE